C[Si](CCOC(=O)C1=CC=C(C=C1)[Pd]Br)(C)C [4-[[2-(trimethylsilyl)ethoxy]carbonyl]phenyl]palladium bromide